(R)-(-)-2,2-Di-methyl-1,3-dioxolane-4-methanol CC1(OC[C@H](O1)CO)C